C(C)(C)(C)S(=O)(=O)N S-t-butylsulfonamide